C(#N)C=1C=C(C=NC1)[C@H]1N(OCC1)C(=O)C1(CCN(CC1)C1=NC=CC(=N1)C(=O)O)C 2-[4-[(3S)-3-(5-cyano-3-pyridinyl)isoxazolidine-2-carbonyl]-4-methyl-1-piperidinyl]pyrimidine-4-carboxylic acid